ClC1=CC=C(C=C1)[C@@]12OC3=C([C@@]1([C@H](C[C@H]2C2=CC(=CC=C2)F)NC(N(CC)CC)=O)O)C(=CC(=C3)OC)OC 3-((1S,3S,3aR,8bS)-3a-(4-chlorophenyl)-3-(3-fluorophenyl)-8b-hydroxy-6,8-dimethoxy-2,3,3a,8b-tetrahydro-1H-cyclopenta[b]benzofuran-1-yl)-1,1-diethylurea